tert-Butyl (Z)-2-((diethoxyphosphoryl)imino)-2,3-dihydro-1H-benzo[d]imidazole-4-carboxylate C(C)OP(=O)(OCC)\N=C\1/NC2=C(N1)C=CC=C2C(=O)OC(C)(C)C